(R,S)-(E)-Ethyl 3-(4-((4-carbamoylphenyl)(hydroxy)methyl)pyridin-2-yl)acrylate C(N)(=O)C1=CC=C(C=C1)[C@H](C1=CC(=NC=C1)/C=C/C(=O)OCC)O